1-(3-trimethoxysilylpropylamino)imidazole CO[Si](CCCNN1C=NC=C1)(OC)OC